C(C1=CC=CC=C1)N1C[C@@H]([C@H]([C@@H](C1)C)F)CCO[Si](C1=CC=CC=C1)(C1=CC=CC=C1)C(C)(C)C 2-[(3S,4S,5R)-1-benzyl-4-fluoro-5-methyl-3-piperidinyl]ethoxy-tert-butyl-diphenyl-silane